1,3,5-tris(α-aminoethyl)benzene NC(C)C1=CC(=CC(=C1)C(C)N)C(C)N